methyl-p-butoxystyrene CC=CC1=CC=C(C=C1)OCCCC